FC1=C(C=C(C=C1)OC=1C(=C2C=CNC2=C(C1F)F)F)C=1NC(=CN1)C1(OCC(CO1)(C)C)C=1C=C(C=CC1)C(C(=O)O)C (3-(2-(2-(2-Fluoro-5-((4,6,7-trifluoro-1H-indol-5-yl)oxy)phenyl)-1H-imidazol-5-yl)-5,5-dimethyl-1,3-dioxan-2-yl)phenyl)propanoic acid